ClC=1C=CC(=NC1C1=NC2=C(N1C)C=CC(=C2)C(F)(F)F)C(=O)N 5-chloro-6-[1-methyl-5-(trifluoromethyl)benzimidazol-2-yl]pyridine-2-carboxamide